N-(6-(1-cyanospiro[2.2]pentan-1-yl)isoquinolin-3-yl)-1-(2,2,2-trifluoroethyl)pyrrolidine-3-carboxamide C(#N)C1(CC12CC2)C=2C=C1C=C(N=CC1=CC2)NC(=O)C2CN(CC2)CC(F)(F)F